5-(benzenesulfonamido)-1-(p-tolyl)-1H-pyrazole-4-carboxylic acid ethyl ester C(C)OC(=O)C=1C=NN(C1NS(=O)(=O)C1=CC=CC=C1)C1=CC=C(C=C1)C